pyrazino[2,3-f][1,10]phenanthroline-2,3-dicarbonitrile N1=C(C(=NC2=C3C=CC=NC3=C3N=CC=CC3=C21)C#N)C#N